(2-fluoro-5-(methylcarbamoyl)phenyl)boronic acid FC1=C(C=C(C=C1)C(NC)=O)B(O)O